O(C1=CC=CC=C1)C(=O)CCCOC=1C(=C(C2=CC=CC=C2C1)C1=CC=CC2=CC=CC=C12)OCCCC(=O)OC1=CC=CC=C1 bis(3-phenoxycarbonylpropoxy)-1,1'-binaphthyl